C(C)S(=O)(=O)NC1=C(C=C(C=C1F)C1=C2C(=NC=C1)NC=C2)F 4-(4-(ethylsulfonamido)-3,5-difluorophenyl)-1H-pyrrolo[2,3-b]pyridin